C(C)(=O)NC1=C(C(=O)NC=2N=CN(C2)C)C=CC=C1 2-acetamido-N-(1-methyl-1H-imidazol-4-yl)benzamide